C1(=CC=CC=C1)C1CC(CC1)C(=O)O 3-phenylcyclopentane-1-carboxylic acid